C(C1=CC=CC=C1)OCCCN1C(C2(CC1)C[C@H]([C@@H](C2)O)O)=O |r| rac-(7R,8R)-2-(3-(benzyloxy)propyl)-7,8-dihydroxy-2-azaspiro[4.4]-nonan-1-one